2,4,5,6,7,8,9,10-octahydro-7,10-epoxycyclodeca[b]furan-4-yl (E)-2-methylbut-2-enoate C/C(/C(=O)OC1CCC2CCC(C=C3OCC=C31)O2)=C\C